NC1=C(C=2C(=NC=C(N2)C2(CC2)C(F)(F)F)N1C1=C(C(=CC=C1C)O)C)C(=O)N 6-amino-5-(3-hydroxy-2,6-dimethyl-phenyl)-2-[1-(trifluoromethyl)cyclopropyl]pyrrolo[2,3-b]pyrazine-7-carboxamide